ethyl 1-[(1R)-1-cyclopropylethyl]-1H-imidazole-4-carboxylate C1(CC1)[C@@H](C)N1C=NC(=C1)C(=O)OCC